N1(CCOCC1)C(=O)C=1C=C2C(N(C(C2=CC1)=O)C=1C(=C(C=CC1)C1=CC=CC=C1)C)=O 5-(morpholine-4-carbonyl)-2-(2-methyl-[1,1'-biphenyl]-3-yl)isoindole-1,3-dione